3-Hydroxy-9β,13α-dimethyl-2-oxo-24,25,26-trinoroleana-1(10),3,5,7-tetraen-29-oic acid CC1=C(C(=O)C=C2C1=CC=C3[C@]2(CC[C@@]4([C@@]3(CC[C@@]5([C@H]4C[C@](CC5)(C)C(=O)O)C)C)C)C)O